CS(=O)(=O)C1(CC1)C1=CC=C(O1)C(=O)NC12CC(C1)(C2)C=2SC1=C(N2)C=CC(=C1)B1OC(C(O1)(C)C)(C)C 5-(1-methylsulfonylcyclopropyl)-N-[3-[6-(4,4,5,5-tetramethyl-1,3,2-dioxaborolan-2-yl)-1,3-benzothiazol-2-yl]-1-bicyclo[1.1.1]pentanyl]furan-2-carboxamide